C(C)(C)(C)OC(=O)N1CCN(CC1)C=1C=C2CN3[C@@H](C2=CC1)CN(C[C@H]3C)CC3=CC=CC=C3 4-[(4R,10bS)-2-benzyl-4-methyl-3,4,6,10b-tetrahydro-1H-pyrazino[2,1-a]isoindol-8-yl]piperazine-1-carboxylic acid tert-butyl ester